(7-cyclopropyl-2-(4-((3S,4S)-3,4-dihydroxypyrrolidin-1-yl)-2-fluorophenyl)oxazolo[5,4-b]pyridin-5-yl)((R)-1-methyl-3,4-dihydroisoquinolin-2(1H)-yl)methanone C1(CC1)C1=C2C(=NC(=C1)C(=O)N1[C@@H](C3=CC=CC=C3CC1)C)OC(=N2)C2=C(C=C(C=C2)N2C[C@@H]([C@H](C2)O)O)F